C12(CC3CC(CC(C1)C3)C2)NCC2=CC=C(COC3=C1CN(C(C1=CC=C3)=O)C3C(NC(CC3)=O)=O)C=C2 3-(4-((4-(((adamantan-1-yl)amino)methyl)benzyl)oxy)-1-oxoisoindolin-2-yl)piperidine-2,6-dione